C(CCCCCCCCCCCCCCCCC)(=O)C(=C)C(CCCCCCCCCCC)=O cis-stearoyllauroylethylene